5-propyl-7-(trifluoromethyl)-2-[1-[[3-(trifluoromethyl)phenyl]methyl]pyrazol-4-yl]-3H-imidazo[2,1-b]purin-4-one C(CC)N1C=2N(C=3N=C(NC3C1=O)C=1C=NN(C1)CC1=CC(=CC=C1)C(F)(F)F)C=C(N2)C(F)(F)F